NCC1=CC2=C(N(C(=N2)CN2C(N(C3=C2C=C(C=C3)F)C)=O)CCCC(F)(F)F)C=C1 3-((5-(aminomethyl)-1-(4,4,4-trifluorobutyl)-1H-benzo[d]imidazol-2-yl)methyl)-5-fluoro-1-methyl-1,3-dihydro-2H-benzo[d]imidazol-2-one